2-trans-((trifluoromethoxy)methyl)cyclopropanecarboxylic acid ethyl ester C(C)OC(=O)C1(CC1)COC(F)(F)F